COC=1C2=C(N=C(N1)N1CC(C1)(C)NC(OCC1=CC=CC=C1)=O)CNCC2 benzyl (1-(4-methoxy-5,6,7,8-tetrahydropyrido[3,4-d]pyrimidin-2-yl)-3-methylazetidin-3-yl)carbamate